ClC=1N=C(SC1)C=1C=CC(=C(C1)O)C1=CN=C(N=N1)N1C[C@@H](NCC1)C(C)C 5-(4-chloro-1,3-thiazol-2-yl)-2-{3-[(3S)-3-(prop-2-yl)piperazin-1-yl]-1,2,4-triazin-6-yl}phenol